7-(6-azaspiro[2.5]octane-6-yl)-5-bromoquinoline-8-carboxylic acid C1CC12CCN(CC2)C2=CC(=C1C=CC=NC1=C2C(=O)O)Br